ClC=1C(=NC(=C(C(=O)NC2=CC(=C(C=C2)F)C#N)C1)N1CCC(CCC1)(F)F)C[2H] 5-chloro-N-(3-cyano-4-fluorophenyl)-2-(4,4-difluoroazepan-1-yl)-6-(deuteromethyl)nicotinamide